6,7-dichloro-1-methyl-2,3,4,5-tetrahydro-1H-pyrido[4,3-b]indole ClC1=C(C=CC=2C3=C(NC12)CCNC3C)Cl